BrC=1C=C(C=C(C1OC)OC)C1(CC1)C#N 1-(3-bromo-4,5-dimethoxy-phenyl)cyclopropanecarbonitrile